C1C=CC=C1.[CH-]1C=CC=C1.[Fe+2].ClCCl dichloromethane, Ferrocenium salt